(dimethoxy-methyl)dimethylamine COC(OC)N(C)C